Tert-butyl (1S,6R,7S)-7-((1,3-dioxoisoindolin-2-yl)methyl)-7-(4-methylthiazol-2-yl)-3-azabicyclo[4.1.0]heptane-3-carboxylate O=C1N(C(C2=CC=CC=C12)=O)C[C@@]1([C@@H]2CCN(C[C@H]12)C(=O)OC(C)(C)C)C=1SC=C(N1)C